tert-butyl 2-(2-((2,4-dimethoxybenzyl)amino)-8-methoxyquinazolin-4-yl)hydrazine-1-carboxylate COC1=C(CNC2=NC3=C(C=CC=C3C(=N2)NNC(=O)OC(C)(C)C)OC)C=CC(=C1)OC